C1(=CC=CC=C1)N(C1=C(C(=O)NC=2C=CC=C3C=CC=NC23)C=CC=C1)C1=C(C(=O)NC=2C=CC=C3C=CC=NC23)C=CC=C1 2,2'-(phenylazanediyl)bis(N-(quinolin-8-yl)benzamide)